ClC1=NC=NC2=C(C=CC=C12)C(F)(F)F 4-chloro-8-(trifluoromethyl)quinazoline